BrC1=CC=C(C=C1)C1=NOC(=C1)O 3-(4-bromophenyl)isoxazol-5-ol